C[C@H]1N(CCOC1)C1=NC2=C(N=CC=C2C(=C1)CS(=O)(=O)C)C1=CC=NN1C1OCCCC1 2-[(3R)-3-methylmorpholin-4-yl]-4-[(methylsulfonyl)methyl]-8-[1-(tetrahydro-2H-pyran-2-yl)-1H-pyrazol-5-yl]-1,7-naphthyridine